CCCCCCCCCCCCCC(=O)OC[C@H](COP(=O)(O)OC[C@H](CO)O)OC(=O)CCC/C=C\C/C=C\C/C=C\C/C=C\CCCCC 1-tetradecanoyl-2-(5Z,8Z,11Z,14Z-eicosatetraenoyl)-glycero-3-phospho-(1'-sn-glycerol)